FC=1C=C(C=NC1)C1=CC(=NC(=C1F)C)C=1OC(=NN1)C1=NC=CC=C1 2-(5,5'-Difluoro-6'-methyl-[3,4'-bipyridyl]-2'-yl)-5-(pyridin-2-yl)-1,3,4-oxadiazole